FC1=C(C=C(C(=C1)N1CC2CCC(C1)N2CCOC)F)C2=CC1=C(C(=N2)C)C=C(N1C)C1=CC=C(C=C1)S(=O)(=O)C 6-(2,5-difluoro-4-(8-(2-methoxyethyl)-3,8-diazabicyclo[3.2.1]oct-3-yl)phenyl)-1,4-dimethyl-2-(4-(methylsulfonyl)phenyl)-1H-pyrrolo[3,2-c]pyridine